5-fluorometa-xylene FC=1C=C(C=C(C1)C)C